(1S,3R,4S,5R)-3-((5-chloro-4-(2-((R)-2,2-difluorocyclobutyl)-4-fluoro-1-isopropyl-1H-benzo[d]imidazol-6-yl)pyrimidin-2-yl)amino)-6,8-dioxabicyclo[3.2.1]octan-4-ol ClC=1C(=NC(=NC1)N[C@@H]1C[C@H]2CO[C@@H]([C@H]1O)O2)C=2C=C(C1=C(N(C(=N1)[C@@H]1C(CC1)(F)F)C(C)C)C2)F